formamide-15N C(=O)[15NH2]